di(tert-butyl)phenylphosphine C(C)(C)(C)P(C1=CC=CC=C1)C(C)(C)C